NC1=C(C=C(C=N1)NC(C(=O)N1C(CC[C@@H](C1)C)C1=CC2=C3N(N=C2C=C1)CCN(C3=O)C)=O)CC N-(6-amino-5-ethylpyridin-3-yl)-2-((5S)-5-methyl-2-(2-methyl-1-oxo-1,2,3,4-tetrahydropyrazino[1,2-b]indazol-9-yl)piperidin-1-yl)-2-oxoacetamide